(3S,5R)-3-HYDROXY-5-((1R)-1-SULFAMOYLETHYL)-7-OCTEN O[C@@H](CC)C[C@@H](CC=C)[C@@H](C)S(N)(=O)=O